FC1=CC=C(C=C1)C1=NC2=CC=CC=C2C(=C1)C(=O)O 2-(4-fluorophenyl)quinoline-4-carboxylic acid